5-(4-butoxyphenyl)thio-3-(1-azabicyclo[5.4.0]undecan-4-yl)-benzothiophene C(CCC)OC1=CC=C(C=C1)SC=1C=CC2=C(C(=CS2)C2CCN3CCCCC3CC2)C1